C12(CC3CC(CC(C1)C3)C2)C2=CC=C([O-])C=C2.[Li+] lithium 4-(1-adamantyl)phenoxide